tert-butyl (R)-2-(4-(7-bromo-9-methyl-9H-benzo[d]imidazo[1,2-a]imidazol-2-yl)-3-fluoro phenyl)pyrrolidine-1-carboxylate BrC=1C=CC2=C(N(C=3N2C=C(N3)C3=C(C=C(C=C3)[C@@H]3N(CCC3)C(=O)OC(C)(C)C)F)C)C1